aminopropylmethyl-dimethoxysilane NCCC[Si](OC)(OC)C